C(CCC)[Ti](C)(CCCC)CCCC Tri-n-butyl-methyl-titanium